2-(tert-butyl)-N-(2,5-difluoro-4-(6-(1-methyl-1H-pyrazol-4-yl)pyrazolo[1,5-a]pyrazin-4-yl)benzyl)-2H-tetrazole-5-carboxamide C(C)(C)(C)N1N=C(N=N1)C(=O)NCC1=C(C=C(C(=C1)F)C=1C=2N(C=C(N1)C=1C=NN(C1)C)N=CC2)F